Cl.N[C@H]1CCN2C(=CC=C12)C#N (S)-1-amino-2,3-dihydro-1H-pyrrolizine-5-carbonitrile hydrochloride